CCCCCCCCCCCCCCCCCCCCCCCCCC(C(=O)N[C@@H](CO)[C@@H]([C@@H](CCCCCCCCCCC(C)C)O)O)O The molecule is a N-acyl-4-hydroxy-15-methylhexadecasphinganine in which the acyl group has 27 carbons and 0 double bonds and is 2-hydroxylated. It derives from a 15-methylhexadecaphytosphingosine.